C(C)N(S(=O)(=O)C1=CC=C(C=C1)S(=O)(=O)N1C[C@@H](CCC1)C(=O)OC(C)C)CC Isopropyl (R)-1-((4-(N,N-diethylsulfamoyl)phenyl)sulfonyl)piperidine-3-carboxylate